CC1=C(C=CC=C1C)N1CCN(CC1)C(CN1N=C(C2=C1CCC2)C(=O)N2CCN(CC2)C(COC)=O)=O 1-(4-(2,3-Dimethylphenyl)piperazin-1-yl)-2-(3-(4-(2-methoxyacetyl)piperazin-1-carbonyl)-5,6-dihydrocyclopenta[c]pyrazol-1(4H)-yl)ethanon